[Zn].[Ca].[Co].[Co].[Mn].[Cu] copper-manganese-cobalt-cobalt-calcium-zinc